N1=CC(=CC=C1)N1[C@H](CCC1)C=1N=C(SC1)N (R)-4-(1-(pyridin-3-yl)pyrrolidin-2-yl)thiazol-2-amine